Cl.Cl.FC1=C(C=C2CCC3(NC2=N1)CNCC3)C3=NC=CC=N3 7'-fluoro-6'-(pyrimidin-2-yl)-3',4'-dihydro-1'H-spiro[pyrrolidine-3,2'-[1,8]naphthyridine] dihydrochloride